OC1(CC(C1)C1=CC(=NC=C1)C#N)C1=NC(=CC=C1)N1CCOCC1 4-(3-hydroxy-3-(6-morpholinopyridin-2-yl)cyclobutyl)picolinonitrile